1-(4-cyclobutyl-5-(3,3-difluorocyclobutyl)-1-methyl-1H-pyrazol-3-yl)-3-(3,3-difluorocyclobutyl)urea C1(CCC1)C=1C(=NN(C1C1CC(C1)(F)F)C)NC(=O)NC1CC(C1)(F)F